N1=C(C=CC=C1)N1N=NCC1 3-(2-Pyridyl)-triazolen